2-(dodecyl-thiocarbonylthio)propanoic acid C(CCCCCCCCCCC)C(=S)SC(C(=O)O)C